3-(benzylthio)-2-methyl-5-nitropyridine C(C1=CC=CC=C1)SC=1C(=NC=C(C1)[N+](=O)[O-])C